BrC=1SC(=C(N1)C=O)C1CCOCC1 2-Bromo-5-(tetrahydro-2H-pyran-4-yl)thiazole-4-carbaldehyde